CS(=O)(=O)OC1=CC2=C(COC(OC2)C=2N=C(SC2)C2CCN(CC2)C(CN2N=C(C=C2C(F)(F)F)C(F)(F)F)=O)C=C1 4-[4-(7-methylsulfonyloxy-1,5-dihydro-3H-2,4-benzodioxepin-3-yl)-2-thiazolyl]-1-[2-[3,5-bis(trifluoromethyl)-1H-pyrazol-1-yl]acetyl]piperidine